OCCOCCC(C(=O)N)=C ((β-hydroxyethoxy)-ethyl)acrylamide